[5-(3,5-dimethoxyphenyl)-1-[(2-ethoxy-6-fluorophenyl)methyl]-1H-pyrazol-3-yl]methanol COC=1C=C(C=C(C1)OC)C1=CC(=NN1CC1=C(C=CC=C1F)OCC)CO